N6-(7-chloroheptanoyl)-L-lysine ClCCCCCCC(=O)NCCCC[C@H](N)C(=O)O